CC1=C(C=CC(=C1)N1CC(CC1)C(F)(F)F)NC1=CC2=C(OCC(N2)=O)C=C1 6-((2-methyl-4-(3-(trifluoromethyl)pyrrolidin-1-yl)phenyl)amino)-2H-benzo[b][1,4]oxazin-3(4H)-one